BrC1=CC=C(C=C1)N1CC(CC1)O 1-(4-bromophenyl)-3-pyrrolidinol